COCC1CCC(CC1)C=O 4-(methoxymethyl)cyclohexane-carbaldehyde